(Z)-3-(3-(3,5-bis(trifluoromethyl)phenyl)-1H-1,2,4-triazol-1-yl)-1-(3-hydroxy-3-(2,2,2-trifluoroethyl)azetidin-1-yl)prop-2-en-1-one FC(C=1C=C(C=C(C1)C(F)(F)F)C1=NN(C=N1)\C=C/C(=O)N1CC(C1)(CC(F)(F)F)O)(F)F